5-(3-methylimidazo[1,2-a]pyrimidin-6-yl)-N-(1-methylpiperidin-4-yl)pyrrolo[2,1-f][1,2,4]triazin-2-amine CC1=CN=C2N1C=C(C=N2)C=2C=CN1N=C(N=CC12)NC1CCN(CC1)C